5-((4-(((S)-2-hydroxy-1-phenylethyl)amino)-5-(3,8-dioxa-1-azaspiro[4.5]dec-1-en-2-yl)pyridin-2-yl)amino)-3-methylbenzo[c][1,2]oxaborol-1(3H)-ol OC[C@H](C1=CC=CC=C1)NC1=CC(=NC=C1C1=NC2(CO1)CCOCC2)NC2=CC1=C(B(OC1C)O)C=C2